5-(3-((3s,4s)-4-(4-amino-3-(4-phenoxyphenyl)-1H-pyrazolo[3,4-d]pyrimidin-1-yl)-3-fluoro-[1,4'-bipiperidin]-1'-yl)azetidin-1-yl)-2-(2,6-dioxopiperidin-3-yl)isoindoline-1,3-dione NC1=C2C(=NC=N1)N(N=C2C2=CC=C(C=C2)OC2=CC=CC=C2)[C@@H]2[C@H](CN(CC2)C2CCN(CC2)C2CN(C2)C=2C=C1C(N(C(C1=CC2)=O)C2C(NC(CC2)=O)=O)=O)F